FC=1C=C(C=CC1OC)/C=C/C(=O)C1=CC=C(OCC(=O)O)C=C1 2-[4-[(E)-3-(3-Fluoro-4-methoxyphenyl)prop-2-enoyl]phenoxy]acetic acid